ClC1=C(C=C(C=C1)NC(OC(C)(C)C)=O)C(NC1=NC=C(C=C1C)C#CC=1C=NC=CC1)=O tert-butyl N-[4-chloro-3-[[3-methyl-5-[2-(3-pyridyl)ethynyl]-2-pyridyl]carbamoyl]phenyl]carbamate